OC1=CC=C(C=C1)CC(=O)N[C@@H](CCC(=O)O)C(=O)O 4-hydroxyphenylacetylglutamic acid